S(=O)(=O)(O)O.C1(CC1)N (-)-cyclopropylamine sulfate